CC=1N=C(SC1C)NC(C1=C(C=CC(=C1)I)C)=O N-(4,5-dimethylthiazol-2-yl)-5-iodo-2-methylbenzamide